BrC=1C=CC=C2N=CC(=NC12)C=1C=NN(C1)C1CCNCC1 8-bromo-2-(1-(piperidin-4-yl)-1H-pyrazol-4-yl)quinoxaline